O(S(=O)(=O)C(F)(F)F)C=1N(N=C2[C@@H](N(CCC21)CC2=C(C(=NC=C2)OC)C)C)C (S)-6-(2-methoxy-3-methylisonicotinyl)-2,7-dimethyl-4,5,6,7-tetrahydro-2H-pyrazolo[3,4-c]pyridin-3-yl triflate